oxaolidine O1CCCC1